C(C1=CC=CC=C1)OC(=O)N1CCC(CC1)OC=1C=C(C=C(C1)C(F)(F)F)N1CCN(CC1)C(=O)OC(C)(C)C tert-butyl 4-(3-((1-((benzyloxy)carbonyl)piperidin-4-yl)oxy)-5-(trifluoromethyl)phenyl)piperazine-1-carboxylate